(S)-N-(4-nitrophenyl)-2-(6-oxohexahydropyrrolo[1,2-a]pyrazine-2(1H)-yl)acetamide [N+](=O)([O-])C1=CC=C(C=C1)NC(CN1C[C@H]2N(CC1)C(CC2)=O)=O